4,7-Dibromo-2-methylindan-1-one BrC1=C2CC(C(C2=C(C=C1)Br)=O)C